C(C1=CC=CC=C1)OC(COCCOCNC(CNC(OCC1C2=CC=CC=C2C=2C=CC=CC12)=O)=O)=O 1-(9H-fluoren-9-yl)-3,6-dioxo-2,9,12-trioxa-4,7-diazatetradecane-14-oic acid benzyl ester